NC1=NC2=C(N1C)C=C(C=C2)C=2C(N(C1=NC(=CC=C1C2)OCC(F)(F)F)C2=CC=C(C=C2)OC)=O 3-(2-amino-1-methyl-1H-1,3-benzodiazol-6-yl)-1-(4-methoxyphenyl)-7-(2,2,2-trifluoroethoxy)-1,2-dihydro-1,8-naphthyridin-2-one